O1C=COC1 1,4-dioxol